C(C)(C)(C)C=1C=CC2=C(N=C(O2)N(C)C)C1 5-tert-butyl-N,N-dimethylbenzoxazole-2-amine